COC=1C=C(C=CC1OCCCCC)C(C)N1C(NCCC1)=O 1-(1-(3-methoxy-4-(pentyloxy)phenyl)ethyl)tetrahydropyrimidin-2(1H)-one